2-chloro-4-[(2-methyl-6-chlorobenzyl)amino]pyrimidin-5-carboxamide ClC1=NC=C(C(=N1)NCC1=C(C=CC=C1Cl)C)C(=O)N